COC1=CC=C(COC=2C=C(C=C3N=C(C(N(C23)C)=O)C)N2CCOCC2)C=C1 8-((4-methoxybenzyl)oxy)-1,3-dimethyl-6-morpholinoquinoxalin-2(1H)-one